Cl.CN(CCN(C)CC=1C=C(C(=NC1)OC)CN1N=CC=2N=C(N=C(C21)N[C@H](CCO)CCC)NC(OC)=O)C methyl (S)-(1-((5-(((2-(dimethylamino)-ethyl)(methyl)amino)methyl)-2-methoxypyridin-3-yl)methyl)-7-((1-hydroxyhexan-3-yl)amino)-1H-pyrazolo[4,3-d]pyrimidin-5-yl)carbamate hydrochloride